(4-amino-3-methoxyphenyl)acetamide NC1=C(C=C(C=C1)CC(=O)N)OC